NC=1C=C(C=CC1)S(=O)(=O)NC=1SC(=C(N1)C1=CC=C(C=C1)C(F)(F)F)C1=CC(=CC=C1)OCCC(C)(C)C 3-amino-N-[5-[3-(3,3-dimethylbutoxy)phenyl]-4-[4-(trifluoromethyl)phenyl]-1,3-thiazol-2-yl]benzenesulfonamide